NC1CCN(CC1)C([C@@H](CCCCNCCN)NC([C@@H](CC(C)C)NC([C@@H](CC1=CC=CC=C1)NC([C@@H](CC1=CC=CC=C1)N)=O)=O)=O)=O 4-Amino-1-((R)-2-((R)-2-((R)-2-((R)-2-amino-3-phenylpropanamido)-3-phenylpropan-amido)-4-methylpentanamido)-6-((2-aminoethyl)amino)hexanoyl)piperidin